ClC1=C(C=CC=C1)CNC(=O)C1CCN(CC1)C(=O)C1=NNC(=C1)C=1C=NC=CC1 N-[(2-chlorophenyl)methyl]-1-[5-(pyridin-3-yl)-1H-pyrazole-3-carbonyl]piperidine-4-carboxamide